FC1=C(C(=CC(=C1)OC)F)C=1C(=NN(C1NC1=C(C=C(C=C1)OC)[N+](=O)[O-])C)C 4-(2,6-difluoro-4-methoxyphenyl)-N-(4-methoxy-2-nitrophenyl)-1,3-dimethyl-1H-pyrazol-5-amine